C(=C)[C@H]1N(CC2=CC=CC=C2C1)C(=O)OC(C)(C)C tert-butyl (S)-3-vinyl-3,4-dihydroisoquinoline-2(1H)-carboxylate